C12CCCC(OC1)O2 6,8-dioxa-bicyclo-[3.2.1]-octane